water Zinc [Zn].O